C(C1=CC=CC=C1)N(C(C#CC1CC1)=O)C1=NOC(=N1)C1=CC=CC=C1 N-benzyl-3-cyclopropyl-N-(5-phenyl-1,2,4-oxadiazol-3-yl)propiolamide